4-[3-[2,6-dichloro-4-(3,3-dimethylpiperazin-1-yl)benzoyl]-2,4-dihydro-1,3-benzoxazin-8-yl]-5-fluoro-2-(3-oxa-8-azabicyclo[3.2.1]oct-8-yl)benzoic acid ClC1=C(C(=O)N2COC3=C(C2)C=CC=C3C3=CC(=C(C(=O)O)C=C3F)N3C2COCC3CC2)C(=CC(=C1)N1CC(NCC1)(C)C)Cl